Benzoic acid dodecyl ester C(CCCCCCCCCCC)OC(C1=CC=CC=C1)=O